CC1=NC(=NO1)C1=CC=C(O[C@H]2CN(CC2)C(=O)C2=NN(C3=CC=CC=C23)C)C=C1 (R)-(3-(4-(5-methyl-1,2,4-oxadiazol-3-yl)phenoxy)pyrrolidin-1-yl)(1-methyl-1H-indazol-3-yl)methanone